N-((1r,4r)-4-aminocyclohexyl)-2-(3,4-dimethoxyphenyl)-3-ethyl-1H-indole-5-carboxamide NC1CCC(CC1)NC(=O)C=1C=C2C(=C(NC2=CC1)C1=CC(=C(C=C1)OC)OC)CC